O=C1N(C(CC1)=O)C(C(=O)O)CCCCCCCCCCNC(CCCCC1SC[C@@H]2NC(N[C@@H]21)=O)=O.C2(CCC(N2OC(CCCCCCCCCCCNC(CCCC[C@@H]2SC[C@@H]1NC(=O)N[C@H]21)=O)=O)=O)=O 12-((biotinyl)amino)-dodecanoic acid succinimidyl ester 2,5-dioxopyrrolidin-1-yl-12-(5-((3aS,6aR)-2-oxohexahydro-1H-thieno[3,4-d]imidazol-4-yl)pentanamido)-dodecanoate